(2-methoxyethyl)uridine COCC[C@@]1([C@H](O)[C@H](O)[C@@H](CO)O1)N1C(=O)NC(=O)C=C1